(7-Chloro-6-(6-((4-(2-(2,6-dioxopiperidin-3-yl)-1-oxoisoindolin-4-yl)but-3-yn-1-yl)carbamoyl)pyridin-3-yl)-3,4-dihydroquinolin-1(2H)-yl)-7-isopropyl-N-methyl-1H-indole-3-carboxamide ClC1=C(C=C2CCCN(C2=C1)N1C=C(C2=CC=CC(=C12)C(C)C)C(=O)NC)C=1C=NC(=CC1)C(NCCC#CC1=C2CN(C(C2=CC=C1)=O)C1C(NC(CC1)=O)=O)=O